C(C)(C)(C)OC(C(C)OCCN1CC[C@@H]2N(CC([C@@H]21)(F)F)C(=O)OC(C)(C)C)=O (cis)-tert-Butyl 4-(2-((1-(tert-butoxy)-1-oxopropan-2-yl)oxy)ethyl)-3,3-difluorohexahydropyrrolo[3,2-b]pyrrole-1(2H)-carboxylate